COC=1C=C(C=CC1N1CCOCC1)NC=1C=2N(C=C(N1)C=1C=CC3=C(OC(C(N3)=O)(C)C)C1)N=CN2 7-(8-((3-Methoxy-4-morpholinophenyl)amino)-[1,2,4]triazolo[1,5-a]pyrazin-6-yl)-2,2-dimethyl-2H-benzo[b][1,4]oxazin-3(4H)-one